N-(3-chloro-4-fluorophenyl)-7-(6-fluoroquinoline-4-yl)spiro[3.5]nonane-2-carboxamide ClC=1C=C(C=CC1F)NC(=O)C1CC2(C1)CCC(CC2)C2=CC=NC1=CC=C(C=C21)F